dodecahydro-2,6-methano-2H-epoxycyclopenta[1',2':6,7]naphtho[2,3-b]oxirane O1C2C1C1C3C4C5C(CC3C2)C(CC5O4)C1